salicylic acid sulfate S(=O)(=O)(O)O.C(C=1C(O)=CC=CC1)(=O)O